(E)-2,4-di(3-methyl-2-buten-1-yl)-3,3',4',5-tetrahydroxystilbene CC(=CCC1=C(C=C(C(=C1O)CC=C(C)C)O)\C=C\C1=CC(=C(C=C1)O)O)C